Perfluorohexane-1,1-diol FC(C(C(C(C(C(F)(F)F)(F)F)(F)F)(F)F)(F)F)(O)O